4-methyl-1,2,3,6-tetrahydrophthalic anhydride CC=1CC2C(C(=O)OC2=O)CC1